tert-Butyl N-(3-{[3-(8-fluoroquinolin-6-yl)-1H-pyrrolo[2,3-b]pyridin-5-yl]formamido}propyl)carbamate FC=1C=C(C=C2C=CC=NC12)C1=CNC2=NC=C(C=C21)C(=O)NCCCNC(OC(C)(C)C)=O